1-(4-(6-amino-5-(trifluoromethyl)pyridin-3-yl)-1-(3-fluorobicyclo[1.1.1]pentan-1-yl)-1H-imidazol-2-yl)-2,2,2-trifluoroethanol NC1=C(C=C(C=N1)C=1N=C(N(C1)C12CC(C1)(C2)F)C(C(F)(F)F)O)C(F)(F)F